O-ethyl S-(4-thiomorpholinophenyl)carbonodithioate S1CCN(CC1)C1=CC=C(C=C1)[SH-]C(OCC)=S